C(C)(C)(C)OC(=O)N1CC(CC1)NC(C1=C(C=C(C=C1NC1=C(C=C(C=C1)I)F)F)F)=O 3-(2,4-difluoro-6-((2-fluoro-4-iodophenyl)amino)benzoylamino)pyrrolidine-1-carboxylic acid tert-butyl ester